N1C2(CC1)NCC2 azetidinespiroazetidine